ClC1=NN2C(C3=CC(=CC=C13)Cl)=NN=N2 6,9-dichlorotetrazolo[5,1-a]phthalazine